Pseudouridine [C@@H]1([C@H](O)[C@H](O)[C@@H](CO)O1)C1=CNC(=O)NC1=O